O1CCN(CC1)C=1NC(C=CC1C(=O)OCC)=O ethyl 2-morpholino-6-oxo-1,6-dihydropyridine-3-carboxylate